3-[1-(2-hydroxy ethyl)-4-methyl-1H-benzotriazol-5-yl]propanoate OCCN1N=NC2=C1C=CC(=C2C)CCC(=O)[O-]